CC1=CC=C(C=N1)C(CC(=O)OCC)=O ethyl 3-(6-methylpyridin-3-yl)-3-oxopropanoate